C[C@H]1[C@H](NC2=C(O1)C(=NC(=N2)N)N2C[C@@H](CC2)NC)C (6S,7R)-6,7-Dimethyl-4-((R)-3-(methylamino)pyrrolidin-1-yl)-7,8-dihydro-6H-pyrimido[5,4-b][1,4]oxazin-2-amine